C(C)OC(CC(=O)C)=O monoacetoacetic acid ethyl ester